6-methyl-3-(1-methyl-1H-imidazo[4,5-b]pyridin-5-yl)-2-(methylsulfanyl)-5,6,7,8-tetrahydropyrido[3,4-d]pyrimidin-4(3H)-one CC1CC2=C(N=C(N(C2=O)C2=CC=C3C(=N2)N=CN3C)SC)CN1